C1(CC1)C=1N=CN(C1)C1=CC=C2C=NN(C(C2=C1)=O)C1=NC(=CC=C1)C1=NN=CN1C(C)C 7-(4-cyclopropyl-1H-imidazol-1-yl)-2-(6-(4-isopropyl-4H-1,2,4-triazol-3-yl)pyridin-2-yl)phthalazin-1(2H)-one